3-Cyclopropyl-2-(trifluoromethyl)-6,7-dihydro-5H-cyclopenta[b]pyridin-4-amine C1(CC1)C=1C(=C2C(=NC1C(F)(F)F)CCC2)N